C(C1=CC=C(NCC2CNC=3N=C(N)NC(=O)C3C2)C=C1)(=O)[C@](N)(CCS(=O)(O)=O)C(=O)O alpha-(5-deaza-5,6,7,8-tetrahydropteroyl)-L-homocysteic acid